SC[C@@](C(=O)O)(NC)C (R)-3-mercapto-2-methyl-2-(methylamino)propanoic acid